NC1=NNC(=C1)C1CC(CC1)O 3-(3-amino-1H-pyrazol-5-yl)cyclopentan-1-ol